ClC=1C=C(C=C(C1)C(F)(F)F)C(C(=O)N1CC2=C(N=C(NC2=O)C2(CC2)C2=CC=CC=C2)CC1)O 6-(2-(3-chloro-5-(trifluoromethyl)phenyl)-2-hydroxyacetyl)-2-(1-phenylcyclopropyl)-5,6,7,8-tetrahydropyrido[4,3-d]pyrimidin-4(3H)-one